CC(C)(C)S(=O)(=O)NC=1SC=C(N1)C(C(=O)NC1=CC=C(C=C1)C1=NC(=CN=C1)C(F)(F)F)(C)C 2-(2-((1,1-dimethylethyl)sulfonylamino)thiazol-4-yl)-2-methyl-N-(4-(6-(trifluoromethyl)pyrazin-2-yl)phenyl)propanamide